4-acetyl-6-[(2R)-2-methylpyrrolidin-1-yl]-2,3-dihydro-1H-pyrrolo[3,4-c]pyridin-1-one C(C)(=O)C1=NC(=CC2=C1CNC2=O)N2[C@@H](CCC2)C